4-(dimethylamino)-benzyl-amine CN(C1=CC=C(CN)C=C1)C